[Fe].[La].[Al] aluminum-lanthanum-iron